4-((4-fluorophenyl)thio)pyridin FC1=CC=C(C=C1)SC1=CC=NC=C1